(S)-2-(4-(4-chloropyrazolo[1,5-a]pyridin-2-yl)-1,4,6,7-tetrahydro-5H-imidazo[4,5-c]pyridin-5-yl)-5-(2-methylpyridin-3-yl)-1,3,4-oxadiazole ClC=1C=2N(C=CC1)N=C(C2)[C@H]2N(CCC1=C2N=CN1)C=1OC(=NN1)C=1C(=NC=CC1)C